CC12NC3=CC=C4C(=C3C=C1CCC2)C=CC=C4 7a-Methyl-7a,8,9,10-tetrahydro-7H-benzo[f]cyclopenta[b]quinoline